P(O)(=O)(OP(=O)(O)O)OC[C@@H]1[C@H]([C@H]([C@@H](O1)N1C=NC=2C(=O)NC(N)=NC12)O)O.BrC1=CC=C(C=C1)C(=O)C1C(N=C(O1)C)(C)C1=CC=C(C=C1)Cl (trans-4-bromophenyl)(4-(4-chlorophenyl)-2,4-dimethyl-4,5-dihydrooxazol-5-yl)methanone guanosine-5'-diphosphate